tert-Butyl 7-{7-butyl-3-cyano-4,6-dioxo-[1,2]thiazolo[3,4-d]pyrimidin-5-yl}-2-azaspiro[3.5]nonane-2-carboxylate C(CCC)N1C(N(C(C=2C1=NSC2C#N)=O)C2CCC1(CN(C1)C(=O)OC(C)(C)C)CC2)=O